Cyclooctyl fluoride C1(CCCCCCC1)F